C1(CC1)N1C[C@@H](CCC1)N (R)-1-Cyclopropylpiperidin-3-amine